COC1=CC=C(CN2C(C=3N(CC2)C(C(=CC3)NC3=NC=NC=C3)=O)=O)C=C1 2-(4-methoxybenzyl)-7-(pyrimidin-4-ylamino)-3,4-dihydro-1H-pyrido[1,2-a]pyrazine-1,6(2H)-dione